BrC1=CC=C2C(=CN(C2=C1)C)S(=O)(=O)C1=CC(=C(C=C1)OC)N1CCNCC1 6-bromo-3-((4-methoxy-3-(piperazin-1-yl)phenyl)sulfonyl)-1-methyl-1H-indole